4-bromo-3-chloro-2-methylbenzonitrile BrC1=C(C(=C(C#N)C=C1)C)Cl